23h-porphine iron chloride [Fe](Cl)Cl.C12=CC=C(N1)C=C1C=CC(=N1)C=C1C=CC(N1)=CC=1C=CC(N1)=C2